C1(CC1)NC(C(C(CC1C(NCC1)=O)NC(C(CC(C)C)NC(OC)=O)=O)=O)=O methyl (1-((4-(cyclopropylamino)-3,4-dioxo-1-(2-oxopyrrolidin-3-yl)butan-2-yl)amino)-4-methyl-1-oxopentan-2-yl)carbamate